(1-(((tertbutyldimethylsilyl)oxy)methyl)cyclopropyl)methanol C(C)(C)(C)[Si](OCC1(CC1)CO)(C)C